Cl.Cl.ClC=1C(=NC(=NC1)NC=1C=NN(C1)C([2H])([2H])[2H])N1C[C@@H]2CNC[C@@]2(C1)C 5-Chloro-N-(1-(methyl-d3)-1H-pyrazol-4-yl)-4-((3aR,6aS)-3a-methylhexahydropyrrolo[3,4-c]pyrrol-2(1H)-yl)pyrimidin-2-amine dihydrochloride